6-methylimidazo[1,2-a]pyrazine-2-carbonyl azide CC=1N=CC=2N(C1)C=C(N2)C(=O)N=[N+]=[N-]